β-cyanoethyl acrylate C(C=C)(=O)OCCC#N